N-ethyl-3,4-methylenedioxyamphetamine hydrochloride salt Cl.C(C)NC(C)CC1=CC2=C(C=C1)OCO2